NC1=C(CCNC=2C=C(C=CC2)/C=C/C(=O)OCC)C=CC=C1 ethyl (E)-3-(3-((2-aminophenethyl)amino)-phenyl)acrylate